FC(CN1N=CC=2C1=NC(=CN2)N2[C@@H](CC[C@@H](C2)COC2=NC(=CC=C2)C(F)(F)F)C)F 1-(2,2-difluoroethyl)-6-((2R,5S)-2-methyl-5-(((6-(trifluoromethyl)pyridin-2-yl)oxy)methyl)piperidin-1-yl)-1H-pyrazolo[3,4-b]pyrazine